Trans-N-[4-[5-[2-(ethylsulfamoyl)-4-(4H-1,2,4-triazol-3-ylamino)phenyl]thiazol-2-yl]cyclohexyl]carbamic acid isopropyl ester C(C)(C)OC(N[C@@H]1CC[C@H](CC1)C=1SC(=CN1)C1=C(C=C(C=C1)NC1=NN=CN1)S(NCC)(=O)=O)=O